C(CCCCCCCC)C1=C(C=CC=C1)OC1=C(C=CC=C1)CCCCCCCCC mono(nonyl-phenyl)ether